2,2,3-trimethylolbutane-1,4-diol C(O)C(CO)(C(CO)CO)CO